2,5-dimethylphenylene oxide CC12C(C=C(C=C1)C)O2